C(C(=C)C)(=O)O.NC(=N)N guanidine methacrylate salt